5-[5-chloro-2-[(3S)-3-(morpholinomethyl)-3,4-dihydro-1H-isoquinoline-2-carbonyl]phenyl]-N-[(2-cyanophenyl)methyl]-N-(4-hydroxyphenyl)-1,2-dimethyl-pyrrole-3-carboxamide ClC=1C=CC(=C(C1)C1=CC(=C(N1C)C)C(=O)N(C1=CC=C(C=C1)O)CC1=C(C=CC=C1)C#N)C(=O)N1CC2=CC=CC=C2C[C@H]1CN1CCOCC1